CC1(CCC=2C1=NC1=C(C2NC(=O)N=[S@@](=O)(N)C=2C(=NN(C2)C(C)C)CO)CCC1)C (S)-N'-((3,3-dimethyl-1,2,3,5,6,7-hexahydrodicyclopenta[b,e]pyridin-8-yl)carbamoyl)-3-(hydroxymethyl)-1-isopropyl-1H-pyrazole-4-sulfonimidamide